(6-(3-methyl-1H-indazol-5-yl)thieno[2,3-b]pyridin-2-yl)(tetrahydro-2H-pyran-4-yl)methanol CC1=NNC2=CC=C(C=C12)C1=CC=C2C(=N1)SC(=C2)C(O)C2CCOCC2